P(=O)(OCCC1CC(C1)NC1=NC=NC2=C(C=CC=C12)OC)([O-])[O-] (2-((1R,3S)-3-((8-methoxyquinazolin-4-yl) amino) cyclobutyl) ethyl) phosphate